SC(C(=O)OC(CCC)O)C butanediol mercaptopropionate